(4S,5S)-4-cyclopropyl-7-ethyl-1-(oxan-4-yl)-6-oxo-5-[3-(trifluoromethyl)benzamido]-4H,5H-pyrazolo[3,4-b]pyridine-3-carboxylic acid C1(CC1)[C@H]1C2=C(N(C([C@H]1NC(C1=CC(=CC=C1)C(F)(F)F)=O)=O)CC)N(N=C2C(=O)O)C2CCOCC2